ClC1=NC=C(C(=N1)C=1C=NC=NC1)C 2-chloro-5-methyl-4,5'-bipyrimidine